C(CCC)C(COC(CCCCCCCCCN(CCCCCCCCCC(=O)OCC(CCCCCC)CCCC)C1=CC=NC=C1)=O)CCCCCC bis(2-butyloctyl)10,10'-(pyridin-4-ylazanediyl)bis(decanoate)